2-(3,9-Diazabicyclo[3.3.1]nonan-9-yl)-5-(4-chloro-2-methyl-2H-indazol-5-yl)-3-methyl-3,7-dihydro-4H-pyrrolo[2,3-d]pyrimidin-4-one C12CNCC(CCC1)N2C=2N(C(C1=C(N2)NC=C1C1=C(C2=CN(N=C2C=C1)C)Cl)=O)C